CC=1OC2=C(C(C1)=O)C=C1C(=C2)C=CC=C1 2-methyl-4H-benzo[g]benzopyran-4-one